1-(4-(4-amino-1-cyclopropyl-1H-pyrazolo[4,3-c]pyridin-3-yl)-2-fluorophenyl)-3-(3-(1-(trifluoromethyl)cyclopropyl)isoxazol-5-yl)urea NC1=NC=CC2=C1C(=NN2C2CC2)C2=CC(=C(C=C2)NC(=O)NC2=CC(=NO2)C2(CC2)C(F)(F)F)F